1-(2-cyclohexyl-ethyl)-8-dimethylamino-3-[(4-methoxyphenyl)-methyl]-8-phenyl-1,3-diazaspiro[4.5]decan-2-one C1(CCCCC1)CCN1C(N(CC12CCC(CC2)(C2=CC=CC=C2)N(C)C)CC2=CC=C(C=C2)OC)=O